C1(=CC=CC=C1)S(=O)(=O)OC1=C(C=C(C=C1)NC(NC1=CC(=C(C=C1)OS(=O)(=O)C1=CC=CC=C1)C(C)(C)C)=O)C(C)(C)C bis-[4-(benzenesulfonyloxy)-3-tert-butyl-phenyl]urea